FC1(C(C(NC1)(C)C)O)F 4,4-difluoro-2,2-dimethylpyrrolidin-3-ol